4-(1-cyclobutyl-1H-pyrazol-4-yl)-3-(2-trityl-2H-tetrazol-5-yl)aniline C1(CCC1)N1N=CC(=C1)C1=C(C=C(N)C=C1)C=1N=NN(N1)C(C1=CC=CC=C1)(C1=CC=CC=C1)C1=CC=CC=C1